Tert-butyl 4-(4-(2-(4-(4-butyl-1H-1,2,3-triazol-1-yl)benzoyl)hydrazine-1-carbonyl)phenyl)piperidine-1-carboxylate C(CCC)C=1N=NN(C1)C1=CC=C(C(=O)NNC(=O)C2=CC=C(C=C2)C2CCN(CC2)C(=O)OC(C)(C)C)C=C1